[Fe](C#N)(C#N)C#N.[K] potassium ferric cyanide